C(C)OC(=O)C1CC(C1)N1CCN(CC1)C1CC1 3-(4-cyclopropylpiperazin-1-yl)cyclobutane-1-carboxylic acid ethyl ester